FC1=NC2=CC=CC=C2C(N1)=O Fluoro-3,4-dihydroquinazolin-4-one